N1-cyclohexyl-2-methylpropane-1,2-diamine C1(CCCCC1)NCC(C)(N)C